2-((2-((2-methoxy-4-(1-methyl-1H-pyrazol-4-yl)phenyl)amino)pyrido[3,4-d]pyrimidin-8-yl)amino)propan-1-ol COC1=C(C=CC(=C1)C=1C=NN(C1)C)NC=1N=CC2=C(N1)C(=NC=C2)NC(CO)C